[Br-].[K+].CC=CC=CC methyl-pentadiene Kalium bromid